NC1=CC=C(C=C1)C(C(F)(F)F)=O 1-(4-aminophenyl)-2,2,2-trifluoro-ethanone